3-methoxy-5-phenethylbenzene COC=1C=CC=C(C1)CCC1=CC=CC=C1